tert-butyl 2-(1-(3-bromophenyl)cyclopropyl)-4-oxo-3,5,7,8-tetrahydropyrido[4,3-d]pyrimidine-6(4H)-carboxylate BrC=1C=C(C=CC1)C1(CC1)C=1NC(C2=C(N1)CCN(C2)C(=O)OC(C)(C)C)=O